(2-(benzyloxy)-3-fluorophenyl)boric acid C(C1=CC=CC=C1)OC1=C(C=CC=C1F)OB(O)O